3-oxo-1-phenyl-2,7,10,13,16-pentaoxa-4-azanonadecan-19-oic acid O=C(OCC1=CC=CC=C1)NCCOCCOCCOCCOCCC(=O)O